(S)-6a',7'-dihydro-6'H,9'H-spiro[cyclopropane-1,8'-pyrido[3,2-b]pyrrolo[1,2-d][1,4]oxazine] N1=CC=CC=2OC[C@H]3N(C21)CC2(C3)CC2